Morpholinobutane-1-sulfonic acid O1CCN(CC1)C(CCC)S(=O)(=O)O